3-(4-fluoro-2-methylphenoxy)-5-methyl-N-(3-(methylsulfonyl)phenyl)-6-(trifluoromethyl)pyridazine-4-carboxamide FC1=CC(=C(OC=2N=NC(=C(C2C(=O)NC2=CC(=CC=C2)S(=O)(=O)C)C)C(F)(F)F)C=C1)C